C(C)(C)(C)OP(OC(C)(C)C)(=O)CC1=CC=C(C=C1)CBr (4-(bromomethyl)benzyl)phosphonic acid di-tert-butyl ester